BrC=1C=C(C(=NC1)C1=CC(=NC=C1)Cl)[N+](=O)[O-] 5-Bromo-2'-chloro-3-nitro-2,4'-bipyridine